N4-[(1R)-1-methylpropyl]-N2-[(1R,3S)-3-([1,2,4]triazolo[4,3-a]pyridin-3-yl)cyclohexyl]-5-(trifluoromethyl)pyrimidine-2,4-diamine C[C@H](CC)NC1=NC(=NC=C1C(F)(F)F)N[C@H]1C[C@H](CCC1)C1=NN=C2N1C=CC=C2